N-[2-[[5-amino-2-(azetidin-3-ylmethyl)-6H-thieno[3,2-b]azepin-7-carbonyl]-propyl-amino]oxyethyl]carbamic acid cyclobutyl ester C1(CCC1)OC(NCCON(CCC)C(=O)C1=CC2=C(N=C(C1)N)C=C(S2)CC2CNC2)=O